3-bromopropylamine hydrobromide Br.BrCCCN